N-[(3E)-4-(3-fluoro-4-methoxyphenyl)but-3-en-1-yl]carbamic acid ethyl ester C(C)OC(NCC\C=C\C1=CC(=C(C=C1)OC)F)=O